R-7-hydroxyoctahydropyrrolo[1,2-a]pyrazine O[C@@H]1CC2N(CCNC2)C1